C(C1=CC=CC=C1)C1=C(SC=2N3C(COCC21)=NN=C3C)C=3C=NN(C3)C 3-benzyl-9-methyl-2-(1-methyl-1H-pyrazol-4-yl)-4H,6H-thieno[2,3-e][1,2,4]triazolo[3,4-c][1,4]oxazepine